CC1(CCC2=CC(=CC=C12)N)C 1,1-DIMETHYL-2,3-DIHYDRO-1H-INDEN-5-AMINE